3-amino-2-methylpropyl(trimethoxysilane) NCC(C[Si](OC)(OC)OC)C